6-chloro-4-(2-hydroxyphenylamino)nicotinamide methyl-(2S,4R)-1-((R)-2-(3-(2-bromoethoxy)isoxazol-5-yl)-3-methylbutanoyl)-4-((tert-butyldimethylsilyl)oxy)pyrrolidine-2-carboxylate COC(=O)[C@H]1N(C[C@@H](C1)O[Si](C)(C)C(C)(C)C)C([C@H](C(C)C)C1=CC(=NO1)OCCBr)=O.ClC1=NC=C(C(=O)N)C(=C1)NC1=C(C=CC=C1)O